O[C@@H](CN[S@](=O)(=N)C1=CC=C(C=C1)NC1=CC=NC2=C(N=CC=C12)OC)C (R)-N-((R)-2-hydroxypropyl)-4-((8-methoxy-1,7-naphthyridin-4-yl)amino)benzenesulfonimidamide